O1C2=C(NCC1)C=NC=C2 2,3-dihydropyrido[4,3-b][1,4]oxazin